2-(1H-pyrazol-4-yl)thiazole-4-carboxamide hydrochloride Cl.N1N=CC(=C1)C=1SC=C(N1)C(=O)N